C[C@]12CC[C@H]3[C@H]([C@@H]1CCC2=O)CCC4=CC(=O)C(=O)C=C34 The molecule is an o-quinone resulting from the formal oxidation of the dihydroxyphenyl moiety of 2-hydroxyestrone. It has a role as a human metabolite. It is a 3-oxo-Delta(4) steroid, a 17-oxo steroid and a member of orthoquinones. It derives from a 2-hydroxyestrone.